1-(5-chloro-2-(4-fluoro-2-methoxy-5-nitrophenylamino)pyrimidin-4-yl)-1H-benzo[d]imidazol-2(3H)-one ClC=1C(=NC(=NC1)NC1=C(C=C(C(=C1)[N+](=O)[O-])F)OC)N1C(NC2=C1C=CC=C2)=O